2-((2R,3R,4S,5S,6R)-3,4,5-Trihydroxy-6-(hydroxymethyl)-tetrahydro-2H-pyran-2-yl)-isoxazol-5(2H)-one O[C@H]1[C@@H](O[C@@H]([C@H]([C@@H]1O)O)CO)N1OC(C=C1)=O